1-(2-(5-(4-aminophenyl)-1H-imidazol-2-yl)piperidin-1-yl)-2-(methylthio)propan-1-one NC1=CC=C(C=C1)C1=CN=C(N1)C1N(CCCC1)C(C(C)SC)=O